4-bromo-1,1a,6,6a-tetrahydrocyclopropa[a]indene-1-carboxylic acid BrC1=CC=2CC3C(C2C=C1)C3C(=O)O